5-bromo-3-fluoro-N,N-bis[(4-methoxyphenyl)methyl]pyridin-2-amine BrC=1C=C(C(=NC1)N(CC1=CC=C(C=C1)OC)CC1=CC=C(C=C1)OC)F